(cis)-3-[5-(5,5-dimethyl-1,3,2-dioxaborinan-2-yl)-2-methyl-7-(trifluoromethyl)-1H-1,3-benzimidazol-1-yl]-1-methylcyclobutanol CC1(COB(OC1)C1=CC2=C(N(C(=N2)C)C2CC(C2)(O)C)C(=C1)C(F)(F)F)C